ClC1=C2C(=CN=C1)NC=C2 4-chloro-1H-pyrrolo[2,3-c]pyridine